COC(=O)C=1C=CC(=C2C1C1(CC1)CO2)N 7-amino-2H-spiro[benzofuran-3,1'-cyclopropane]-4-carboxylic acid methyl ester